ClC1=NC=C(C(=N1)NC1CCC(CC1)CO)[N+](=O)[O-] ((1S,4S)-4-((2-chloro-5-nitropyrimidin-4-yl)amino)cyclohexyl)methanol